OCC(CC(=O)NC1=CC=C(C=C1)C(F)(F)F)N1CCOC2(CCN(C2)C2=CC=C(C=C2)OC(F)(F)F)C1 4-Hydroxy-3-{2-[4-(trifluoromethoxy)phenyl]-6-oxa-2,9-diazaspiro[4.5]decan-9-yl}-N-[4-(trifluoromethyl)phenyl]butanamide